(1s,3r)-3-amino-3-(5-bromopyrimidin-2-yl)-1-methylcyclobutane-1-carboxylic acid NC1(CC(C1)(C(=O)O)C)C1=NC=C(C=N1)Br